C(C(C)C)(=O)OC(C)C1CCCCC1 1-cyclohexyl-1-ethyl isobutyrate